OC1=CC(=C(C2=C1C(C=C(O2)C2=CC=C(C=C2)O)=O)CN2CCN(CC2)C2=CC=CC=C2)O 5,7-dihydroxy-2-(4-hydroxyphenyl)-8-((4-phenylpiperazin-1-yl)methyl)-4H-benzopyran-4-one